Methyl 3-(4-bromo-3-(3-bromo-2-hydroxypropyl)-1H-pyrazol-1-yl)propanoate BrC=1C(=NN(C1)CCC(=O)OC)CC(CBr)O